1-(10-((4-(m-tolyloxy)phenyl)amino)-2,3-dihydro-4H-[1,4]oxazino[2,3-f]quinazolin-4-yl)prop-2-en C1(=CC(=CC=C1)OC1=CC=C(C=C1)NC1=NC=NC2=CC=C3C(=C12)OCCN3CC=C)C